C(CCC)(=O)NC(C=1C=C(C(=O)NCCNC2=C3C(N(C(C3=CC=C2)=O)C2C(NC(CC2)=O)=O)=O)C=CC1)C1=CC(=C2C=CC=NC2=C1O)C 3-(butyramido(8-hydroxy-5-methyl-quinolin-7-yl)meth-yl)-N-(2-((2-(2,6-dioxopiperidin-3-yl)-1,3-dioxoisoindolin-4-yl)amino)-ethyl)benzamide